NC=1C=C(CN2C(C3=CC=C(C=C3C=N2)S(=O)(=O)C2=NC=CC=C2)=O)C=CC1 2-(3-aminobenzyl)-6-(pyridin-2-ylsulfonyl)phthalazin-1(2H)-one